C(C)OB1OC(C2=NC(=CC=C21)NC2=NC=C(C(=N2)N[C@H](CO)C2=CC=CC=C2)C=2OC(=NN2)C2=NC=CC=C2)(C)C (S)-2-((2-((1-ethoxy-3,3-dimethyl-1,3-dihydro-[1,2]oxaborolo[4,3-b]pyridin-5-yl)amino)-5-(5-(pyridin-2-yl)-1,3,4-oxadiazol-2-yl)pyrimidin-4-yl)amino)-2-phenylethan-1-ol